FC=1C(=C(C=CC1F)[C@H]1[C@@H](O[C@]([C@H]1C)(C(F)(F)F)C)C(=O)NC1=CC(=NC=C1C)C(=O)N)OC 4-[[(2R,3S,4S,5R)-3-(3,4-difluoro-2-methoxy-phenyl)-4,5-dimethyl-5-(trifluoromethyl)tetrahydrofuran-2-carbonyl]amino]-5-methyl-pyridine-2-carboxamide